octyl-(propanesulfonic acid) C(CCCCCCC)C(CC)S(=O)(=O)O